4-(4-tert-butoxyphenyl)piperidine C(C)(C)(C)OC1=CC=C(C=C1)C1CCNCC1